4,5,6,7-tetrahydro-1,3-oxazepin O1C=NCCCC1